6,7-dihydroxy-2,4-dimethoxyphenanthrene-13C OC=1C=C2C=3C(=CC(=[13CH]C3C=CC2=CC1O)OC)OC